(R)-3-hydroxy-2-phenylpropionic acid OC[C@H](C(=O)O)C1=CC=CC=C1